ClC=1C=C(C=CC1OCC1=NC=CC=C1)NC1=NC=NC2=CC(=C(C=C12)NC(C=C)=O)C#C[C@@]1(N(CCC1)C)C (R)-N-(4-((3-chloro-4-(pyridin-2-ylmethoxy)phenyl)amino)-7-((1,2-dimethylpyrrolidin-2-yl)ethynyl)quinazolin-6-yl)acrylamide